C(=O)=C(CCCCCCCNCCCN(CCCCCCCC(=O)[O-])CCCCCCCC(=O)OCCCCCCCCCCCCCCCCCCCCCCCC)OCCCCCCCCCCCCCC tetracosyl 8,8'-((3-((8-carbonyl-8-(tetradecyloxy)octyl)amino)propyl)azanediyl)dioctanoate